2,2-difluoro-1-(4-methoxyphenyl)but-3-en-1-one FC(C(=O)C1=CC=C(C=C1)OC)(C=C)F